6-chloro-2-(3-(1,2-dimethoxy-ethyl)-1H-1,2,4-triazol-5-yl)-5-methoxy-1-methyl-3-(1H-pyrazol-4-yl)-1H-pyrrolo[3,2-b]pyridine ClC=1C=C2C(=NC1OC)C(=C(N2C)C2=NC(=NN2)C(COC)OC)C=2C=NNC2